diethyl 2-allyl-2-(2-methylallyl)malonate C(C=C)C(C(=O)OCC)(C(=O)OCC)CC(=C)C